Disodium triethanolamine N(CCO)(CCO)CCO.[Na].[Na]